C(C)(C)(C)C1=CC=C2C(=CC=C3C4=C(C=CC5=C(C=CC(C1=C23)=C45)C(C)(C)C)C(C)(C)C)C(C)(C)C 1,4,7,10-tetra(t-butyl)perylene